3-chloro-N-(piperidin-4-yl)pyridine-2-amine ClC=1C(=NC=CC1)NC1CCNCC1